C(C)(=O)C1=C(C=C(C(=C1F)N1CCN(CC1)C)F)NC(=O)C1=NC(=CC=C1Cl)C#N N-[2-acetyl-3,5-difluoro-4-(4-methylpiperazin-1-yl)phenyl]-3-chloro-6-cyano-pyridine-2-carboxamide